2-propyl-3,4-ethylenedioxythiophene C(CC)C=1SC=C2C1OCCO2